2-(3-chloro-4-ethylphenoxy)acetyl chloride ClC=1C=C(OCC(=O)Cl)C=CC1CC